N-bromomethylphenylsulfimide BrCN=SC1=CC=CC=C1